tert-butyl (1R,3r,5S)-8-azaspiro[bicyclo[3.2.1]octane-3,2'-oxirane]-8-carboxylate CC(C)(C)OC(=O)N1[C@@H]2CC[C@H]1CC3(C2)CO3